C1(CCCCC1)NC1=C(C#N)C=CC(=C1)N1C=CC2=C1N=CN=C2NC=2C=C(C=CC2)C 2-(cyclohexylamino)-4-(4-(m-tolylamino)-7H-pyrrolo[2,3-d]pyrimidin-7-yl)benzonitrile